NC1=C(SC2=NC(=CC(=C21)C)C)C(=O)NC2CC=1C=CC(=NC1CC2)N2CC(C(C2)OCC(C)(C)OC)N 3-amino-N-{2-[3-amino-4-(2-methoxy-2-methylpropoxy)pyrrolidin-1-yl]-5,6,7,8-tetrahydroquinolin-6-yl}-4,6-dimethylthieno[2,3-b]pyridine-2-carboxamide